SC1=CC=C2CCC3(C2=C1)CCC(CC3)C(=O)[O-] 6'-sulfanyl-2',3'-dihydrospiro[cyclohexane-1,1'-indene]-4-carboxylate